C[C@H](C(=O)N[C@H](C)C(=O)[O-])[NH3+] The molecule is a dipeptide zwitterion that is the zwitterionic form of D-alanyl-D-alanine arising from migration of a proton from the OH of the carboxy terminus to the amino terminus. It has a role as an Escherichia coli metabolite. It is a tautomer of a D-alanyl-D-alanine.